2-bromo-4,6-dichloro-5-fluoroisophthalonitrile BrC1=C(C#N)C(=C(C(=C1C#N)Cl)F)Cl